(1S,4S,6R)-6-(4-bromophenyl)-2-azabicyclo[2.2.1]Heptane BrC1=CC=C(C=C1)[C@H]1C[C@@H]2CN[C@H]1C2